C(C)(C)(CC)OC(C(CCCC)CC)=O 2-ethyl-hexanoic acid tert-amyl ester